OCC=1C(=NC(=NC1)NC1=CC=C(C=C1)N1CCN(CC1)C)NC1=CC(=CC=C1)NS(=O)(=O)C(C)(C)C 5-Hydroxymethyl-N4-(3-[(1,1-dimethylethyl)sulfonamido]phenyl)-N2-[4-(4-methylpiperazin-1-yl)phenyl]pyrimidine-2,4-diamine